N,N-Dimethyl-1-(5-ethyl-3-methoxy-2-octyloxyphenyl)methanamin-N-oxid C[N+](CC1=C(C(=CC(=C1)CC)OC)OCCCCCCCC)(C)[O-]